Cyclopent-3-enylbenzene C1(CC=CC1)C1=CC=CC=C1